Cl.CN(C1=CC=C(C=C1)C1=CC=C(S1)CN1C(NN=C1)=O)C 4-(5-[4-(dimethylamino)phenyl]thiophen-2-ylmethyl)-2,4-dihydro-3H-1,2,4-triazol-3-one hydrochloride